4-(6-methyl-1H-indol-3-yl)pyrimidine-2-amine CC1=CC=C2C(=CNC2=C1)C1=NC(=NC=C1)N